2-(piperidin-4-yl)acetaldehyde N1CCC(CC1)CC=O